C1(C2(C)C(C)(C)C(CO1)CC2)=O camphorolactone